(S)-ISOPROPYL 2-((S)-2-ACETAMIDO-3-(1H-INDOL-3-YL)PROPANAMIDO)-6-DIAZO-5-OXOHEXANOAT C(C)(=O)N[C@H](C(=O)N[C@H](C(=O)OC(C)C)CCC(C=[N+]=[N-])=O)CC1=CNC2=CC=CC=C12